hexane-1,2,3,5-tetraol C(C(C(CC(C)O)O)O)O